N1=CN=CC2=C1SC1=C2CCCCC1 6,7,8,9-tetrahydro-5H-cyclohepta[4,5]thieno[2,3-d]pyrimidine